CCN(C1=NC(=C(N=C1Cl)C(=O)N=C(N)N)N)C(C)C The molecule is a member of the class of pyrazines that is amiloride in which the amino substitutent of the pyrazine ring that is adjacent to the chloro substituent has been substituted by an ethyl group and by an isopropyl group. It has a role as an anti-arrhythmia drug, a neuroprotective agent and a sodium channel blocker. It is a member of guanidines, an aromatic amine, an organochlorine compound, a tertiary amino compound, a member of pyrazines and a monocarboxylic acid amide. It derives from an amiloride.